Cl.C12CCC(CC1)N2 7-Aza-bicyclo[2.2.1]heptane hydrochloride